C(CCC)OC(C1CCN(CC1)C1=CC(=C(C(=O)O)C=C1)F)OCCCC 4-[4-(dibutoxymethyl)piperidin-1-yl]-2-fluorobenzoic acid